1-((3aR,4S,6R,6aR)-6-(hydroxymethyl)-2,2-dimethyltetrahydrofurano[3,4-d][1,3]dioxolan-4-yl)pyrimidine-2,4(1H,3H)-dione OC[C@H]1O[C@@H]([C@H]2[C@@H]1OC(O2)(C)C)N2C(NC(C=C2)=O)=O